BrC1=NN(C(=C1)Br)C1=CC(=NC=C1)OC(F)F 4-(3,5-dibromo-1H-pyrazol-1-yl)-2-(difluoromethoxy)pyridine